C1(=CC=CC=C1)C1=C(C=2C(C3=CC=CC=C3C(C2C=C1)=O)=O)C1=CC=CC=C1 diphenyl-anthraquinone